BrC=1C=CC(=C(C1)S(=O)(=O)NC)OC 5-bromo-2-methoxy-N-methyl-benzenesulfonamide